C(C)(=O)O[C@H]1[C@H](O)[C@@H](O)[C@H](O)[C@H](O1)CO O-acetyl-β-D-glucose